N1CC(C1)N1CC(C1)N1CCC(CC1)N1N=C(C=2C1=NC=NC2N)C2=CC=C(C=C2)OC2=CC=CC=C2 1-[1-[1-(azetidin-3-yl)-azetidin-3-yl]-4-piperidinyl]-3-(4-phenoxyphenyl)pyrazolo[3,4-d]pyrimidin-4-amine